NC(CC(=O)O)CC1=CSC2=C1C=CC=C2 3-amino-4-(3-benzothienyl)-butyric acid